C(C1=CC=CC=C1)OC1=CC=C(C=C1)C=1C2=CC=CC=C2C(=C2C=CC=CC12)C1=CC=CC=C1 9-(4-(benzyloxy)phenyl)-10-phenylanthracene